N-benzyl-4-{[(2E)-4-(dimethylamino)-1-oxobut-2-enyl](1-methylindol-5-yl)amino}tetrahydropyran-4-carboxamide C(C1=CC=CC=C1)NC(=O)C1(CCOCC1)N(C=1C=C2C=CN(C2=CC1)C)C(\C=C\CN(C)C)=O